COC1=C(C=C(C=C1)S(=O)(=O)N(COCC[Si](C)(C)C)C)[N+](=O)[O-] 4-methoxy-N-methyl-3-nitro-N-{[2-(trimethylsilyl)ethoxy]methyl}benzenesulfonamide